[Cl-].O1CCOCCOCCOCCOCCOCC1 1,4,7,10,13,16-hexaoxacyclooctadecan chloride